3-undecyl-4-methyl-4H-1,2,4-benzothiadiazine-1,1-dioxide C(CCCCCCCCCC)C1=NS(C2=C(N1C)C=CC=C2)(=O)=O